((3-(4-((2-(tert-butyl)-1H-imidazol-1-yl) methyl) phenyl)-5-isobutyl-4-methylthiophene-2-yl) sulfonyl) carbamate C(N)(OS(=O)(=O)C=1SC(=C(C1C1=CC=C(C=C1)CN1C(=NC=C1)C(C)(C)C)C)CC(C)C)=O